(S)-1-(3-((5-(4-(trifluoromethyl)phenyl)pyrido[2,3-d]pyridazin-8-yl)amino)pyrrolidin-1-yl)prop-2-en-1-one FC(C1=CC=C(C=C1)C1=C2C(=C(N=N1)N[C@@H]1CN(CC1)C(C=C)=O)N=CC=C2)(F)F